COC1=CC=C(C=C1)C#CC(=O)[Si](C)(C)C(C)(C)C 3-p-methoxyphenyl-1-(tert-butyldimethylsilyl)-2-propyn-1-one